CC(C)(C)NC(=O)OCCOCCOCCOCCN 11-amino-3,6,9-trioxaundecyl 2-methyl-2-propanecarbamate